COC([C@@H](NC(C[C@@H](CCCCCCCCCCC)OC(CCCCCCCCC)=O)=O)CO[C@H]1[C@@H]([C@@H]([C@H](OP(=O)(O)O)[C@H](O1)CO)NC(C[C@@H](CCCCCCCCCCC)OC(CCCCCCCCC)=O)=O)NC(C[C@@H](CCCCCCCCCCC)OC(CCCCCCCCC)=O)=O)=O N-[(R)-3-decanoyloxy-tetradecanoyl]-O-[2,3-di-[(R)-3-decanoyloxy-tetradecanoylamino]-2,3-dideoxy-4-O-phosphono-beta-D-allopyranosyl]-L-serine methyl ester